C(C(=C)C)(=O)OCCC1C(OC1)CCC 3-(methacryloyloxyethyl)-2-methylethyl-oxetane